(3S)-ethyl 3-(4-fluoro-2',5,6'-trimethylbiphenyl-3-yl)-3-(4-methyl-2-(5-(2-(3-methylazetidin-1-yl)ethyl)-2-oxo-4-(trifluoromethyl)pyridin-1(2H)-yl)pentanamido)propanoate FC1=C(C=C(C=C1C)C1=C(C=CC=C1C)C)[C@H](CC(=O)OCC)NC(C(CC(C)C)N1C(C=C(C(=C1)CCN1CC(C1)C)C(F)(F)F)=O)=O